2-(4,4-dimethylpiperidin-1-yl)-8-(1-hydroxyethyl)-3,6-dimethylisoquinolin-4(3H)-one CC1(CCN(CC1)N1CC2=C(C=C(C=C2C(C1C)=O)C)C(C)O)C